C(#N)C1=CC2=C([NH+]=C(N2)C(C(F)(F)F)(F)F)C=C1C#N.[Li+] lithium 5,6-dicyano-2-pentafluoroethylbenzimidazolium